1-(3,4-dichlorophenyl)-5-methyl-3-(pyrrolidin-1-ylmethyl)-1H-1,2,4-triazole ClC=1C=C(C=CC1Cl)N1N=C(N=C1C)CN1CCCC1